4-chloro-N-(1-(5-(6-methylpyridin-2-yl)-5,6,7,8-tetrahydro-1,5-naphthyridin-2-yl)cyclobutyl)benzamide ClC1=CC=C(C(=O)NC2(CCC2)C2=NC=3CCCN(C3C=C2)C2=NC(=CC=C2)C)C=C1